methyl 8-chloro-1-(dihydroxymethyl)-6-(2-fluorophenyl)-4H-imidazo[1,2-a][1,4]benzodiazepine-2-carboxylate ClC=1C=CC2=C(C(=NCC=3N2C(=C(N3)C(=O)OC)C(O)O)C3=C(C=CC=C3)F)C1